ClC=1SC2=C(N1)NN=C2C(=O)N 5-chloro-1H-pyrazolo[3,4-d]thiazole-3-carboxamide